CC1=C(CNCCNC(OC(C)(C)C)=O)C=C(C=C1)C tert-butyl (2-((2,5-dimethylbenzyl)amino)ethyl)carbamate